Cl.NCCC1=CC=C(C=C1)S(=O)(=O)N(C)C 4-(2-aminoethyl)-N,N-dimethylbenzenesulfonamide hydrochloride